(R)-6-fluoro-5-(2-(5-fluoro-2-methoxypyridin-3-yl)pyrrolidin-1-yl)pyrazolo[1,5-a]pyrimidine-3-acetaldehyde FC=1C(=NC=2N(C1)N=CC2CC=O)N2[C@H](CCC2)C=2C(=NC=C(C2)F)OC